FC(=O)P(O)=O Fluorocarbonylphosphinic acid